4-methyl-1-(6-(N-(6-(o-tolyl)-5-(trifluoromethyl)pyridin-2-yl)sulfamoyl)pyridine-2-yl)piperidine-4-carboxylic acid CC1(CCN(CC1)C1=NC(=CC=C1)S(NC1=NC(=C(C=C1)C(F)(F)F)C1=C(C=CC=C1)C)(=O)=O)C(=O)O